silaalanine N[Si@@H](C)C(=O)O